N[C@@H](CCC(=O)[O-])C(=O)[O-].[I+].[I+] iodine glutamate